(R)-3-amino-1-(2-((6-amino-9H-purin-9-yl)methyl)-3-bromo-5-chlorophenyl)-N-cyclopropylpyrrolidine-3-carboxamide N[C@]1(CN(CC1)C1=C(C(=CC(=C1)Cl)Br)CN1C2=NC=NC(=C2N=C1)N)C(=O)NC1CC1